C(#N)C1(CCC1)[C@H](C1=CC=2N(N=C1)C=C(N2)[C@@H](NC(=O)C2=NON=C2C2CC2)C2CCC(CC2)(F)F)NC(CC2CC(C2)(F)F)=O N-((S)-(7-((S)-(1-Cyanocyclobutyl)(2-(3,3-difluorocyclobutyl)acetamido)methyl)imidazo[1,2-b]pyridazin-2-yl)(4,4-difluorocyclohexyl)methyl)-4-cyclopropyl-1,2,5-oxadiazole-3-carboxamide